1-amino-3-(1,3,4,9-tetrahydro-2H-β-carbolin-2-yl)propan-2-ol NCC(CN1CC=2NC3=CC=CC=C3C2CC1)O